2-bromo-5-fluoronitrobenzene C1=CC(=C(C=C1F)[N+](=O)[O-])Br